C(C)C(=CC=C)C(CCC)CC 4,5-diethyl-1,3-octadiene